5'-cyano-N-(1-methylindazol-7-yl)-[2,3'-bipyridine]-5-sulfonamide C(#N)C=1C=C(C=NC1)C1=NC=C(C=C1)S(=O)(=O)NC=1C=CC=C2C=NN(C12)C